(Z)-3-fluoro-4-(3-methylpyridin-2-ylsulfonyl)but-2-en-1-amine dihydrochloride Cl.Cl.F\C(=C/CN)\CS(=O)(=O)C1=NC=CC=C1C